[Cl-].C(CCCCCCCCCCCCCCC)[N+](CCC[Si](OCC)(OCC)OCC)(CCC)CCC hexadecyldi-n-propyl-(3-triethoxysilylpropyl)ammonium chloride